4-(3-(1H-pyrazol-5-yl)piperidin-1-yl)-7,8-dihydro-5H-thiopyrano[4,3-d]pyrimidin-2-amine N1N=CC=C1C1CN(CCC1)C=1C2=C(N=C(N1)N)CCSC2